F[C@H](CNC(=O)C=1C=NC=2N(C1NC1CCC(CC1)C(C)(C)O)N=C(C2)C=2C=NC=CC2)C(C)(C)O N-((R)-2-fluoro-3-hydroxy-3-methylbutyl)-7-(((1R,4R)-4-(2-hydroxyprop-2-yl)cyclohexyl)amino)-2-(pyridin-3-yl)pyrazolo[1,5-a]pyrimidine-6-carboxamide